C1(=CC=CC=C1)C1OCCCO1 2-phenyl-1,3-dioxan